ClC1=C(COC=2C(=NC=C(N2)C2=CC=C(C=C2)OCCN2CCOCC2)N)C(=CC=C1)Cl 3-(2,6-dichloro-benzyloxy)-5-[4-(2-morpholin-4-yl-ethoxy)-phenyl]-pyrazin-2-ylamine